ClC1=C(C=CC=C1)CC(=O)NC=1C=C2C=CN=CC2=C(C1)S(N)(=O)=O 2-(2-chlorophenyl)-N-(8-sulfamoylisoquinolin-6-yl)acetamide